2-(4-(6-(4-Chloro-2-fluorobenzyloxy)pyridin-2-yl)-2,6-difluorobenzyl)-1-(2-methoxyethyl)-1H-benzo[d]imidazol ClC1=CC(=C(COC2=CC=CC(=N2)C2=CC(=C(CC3=NC4=C(N3CCOC)C=CC=C4)C(=C2)F)F)C=C1)F